p-cyanooctyloxybiphenyl C(#N)CCCCCCCCOC1=CC=C(C=C1)C1=CC=CC=C1